(S)-ethyl 3-(7-bromo-2-oxo-3-(pentan-3-yl)-5-phenyl-2,3-dihydro-1H-benzo[e][1,4]diazepin-1-yl)propanoate BrC1=CC2=C(N(C([C@@H](N=C2C2=CC=CC=C2)C(CC)CC)=O)CCC(=O)OCC)C=C1